(3S,5R)-5-methylpiperidine C[C@@H]1CCCNC1